N(=C=O)CC1CCC(CC1)CC1CCC(CC1)CN=C=O bis-(4-isocyanatomethyl-cyclohexyl)-methane